NC1=CC(=C(C=C1OC)N1CCC(CC1)C1CCN(CC1)C(=O)OC(C)(C)C)C=1C=NN(C1)C tert-butyl 1'-(4-amino-5-methoxy-2-(1-methyl-1H-pyrazol-4-yl) phenyl)-[4,4'-bipiperidine]-1-carboxylate